C(C)(C)(C)S(=O)NC(CC1=C(C(=O)OCC)C=CC(=N1)OC)CC(C)(C)C Ethyl 2-(2-((tert-butylsulfinyl) amino)-4,4-dimethylpentyl)-6-methoxynicotinate